COC=1N(C=C(N1)C)C(=O)NCCCCC1(CC1)C(F)(F)F Methoxy-4-methyl-N-(4-(1-(trifluoromethyl)-cyclopropyl)butyl)-1H-imidazole-1-carboxamide